ethyl 1-[2-[tert-butoxycarbonyl (methyl) amino] ethyl]-4-nitro-pyrrole-2-carboxylate C(C)(C)(C)OC(=O)N(CCN1C(=CC(=C1)[N+](=O)[O-])C(=O)OCC)C